[2,4-Difluoro-5-(7-morpholin-4-yl-quinazolin-4-yl)-phenyl]-(7-methyl-7H-purin-6-yl)-methanol FC1=C(C=C(C(=C1)F)C1=NC=NC2=CC(=CC=C12)N1CCOCC1)C(O)C1=C2N(C=NC2=NC=N1)C